tert-butyl (S)-(1-(6-amino-2-morpholinothiazolo[4,5-b]pyridin-5-yl)pyrrolidin-3-yl)carbamate NC=1C=C2C(=NC1N1C[C@H](CC1)NC(OC(C)(C)C)=O)N=C(S2)N2CCOCC2